3-(2-(2,4-dichlorophenyl)-5-isopropylthiazol-4-yl)-1-(4-(2-hydroxyethoxy)-3-methylphenyl)propan-1-one ClC1=C(C=CC(=C1)Cl)C=1SC(=C(N1)CCC(=O)C1=CC(=C(C=C1)OCCO)C)C(C)C